2-((2-(4-(tert-Butyl)pyridin-2-yl)-1H-indol-5-yl)oxy)acetic acid C(C)(C)(C)C1=CC(=NC=C1)C=1NC2=CC=C(C=C2C1)OCC(=O)O